NC=1C=CC(=C2CN(C(C12)=O)CC(C#N)=C)C1=CC=C2C(=N1)C(=NN2)C2=CC=CC=C2 2-[[7-amino-1-oxo-4-(3-phenyl-1H-pyrazolo[4,3-b]pyridin-5-yl)isoindolin-2-yl]methyl]prop-2-enenitrile